glucose 3-phosphate P(=O)(O)(O)O[C@H]([C@H](C=O)O)[C@H](O)[C@H](O)CO